C(C)S(=O)(=O)C=1C(=NC=C(C1)C1=CC=C(C=C1)OC(F)(F)F)C=1N(C(NN1)=O)C1=NC=C(C=C1)C(F)(F)F 5-(3-(ethylsulfonyl)-5-(4-(trifluoromethoxy)phenyl)pyridin-2-yl)-4-(5-(trifluoromethyl)pyridin-2-yl)-2,4-dihydro-3H-1,2,4-triazol-3-one